C=1(C(=CC=C2C=CC=CC12)S(=O)(=O)O)S(=O)(=O)O.COC1=NN(C=C1NC1=NC=CC(=N1)C1=CNC2=C(C=CC=C12)NC([C@@H](C)N1CCN(CC1)C)=O)C (2R)-N-(3-{2-[(3-methoxy-1-methyl-1H-pyrazol-4-yl)amino]pyrimidin-4-yl}-1H-indol-7-yl)-2-(4-methylpiperazin-1-yl)propionamide naphthalenedisulfonate